CN(C=1C=CC(=C(C1)B(O)O)C)C 5-(DIMETHYLAMINO)-2-METHYLPHENYLBORONIC ACID